(±)-1-(1-benzyl-3,5-dimethyl-1H-pyrazol-4-yl)-2,2,2-trifluoro-N,N-dimethylethanamine C(C1=CC=CC=C1)N1N=C(C(=C1C)[C@H](C(F)(F)F)N(C)C)C |r|